C(#N)C(C(=O)OCC(CCCC)CC)=C(C1=CC=CC=C1)C1=CC=CC=C1 2-Ethylhexyl 2-cyano-3,3-diphenylprop-2-enoate